BrC1=CN=C(N=N1)SC 6-bromo-3-methylsulfanyl-1,2,4-triazine